4-methyl-N-(3-(trifluoromethyl)phenyl)benzimidamide CC1=CC=C(C(NC2=CC(=CC=C2)C(F)(F)F)=N)C=C1